(2S,3R,4R,5R)-5-(acetoxymethyl)tetrahydrofuran-2,3,4-triyl triacetate C(C)(=O)O[C@@H]1O[C@@H]([C@H]([C@H]1OC(C)=O)OC(C)=O)COC(C)=O